(S)-5-(5-(1-(5-((1-(tert-Butoxycarbonyl)azetidin-2-yl)methoxy)-2-methylbenzamido)cyclopropyl)quinolin-7-yl)thiophene-2-carboxylic acid C(C)(C)(C)OC(=O)N1[C@@H](CC1)COC=1C=CC(=C(C(=O)NC2(CC2)C2=C3C=CC=NC3=CC(=C2)C2=CC=C(S2)C(=O)O)C1)C